2-methylbutyryl lactate C(C(O)C)(=O)OC(C(CC)C)=O